ClC1=CC=C(C=C1)C1=NN(C2=NC=NC(=C21)N)CC2CCNCC2 3-(4-chlorophenyl)-1-(piperidin-4-ylmethyl)-1H-pyrazolo[3,4-d]pyrimidin-4-amine